benzyl N-[(1S)-1-{[(1S)-1-carbamoyl-2-[(3S)-2-oxopyrrolidin-3-yl]ethyl]-carbamoyl}-2-cyclohexylethyl]carbamate C(N)(=O)[C@H](C[C@H]1C(NCC1)=O)NC(=O)[C@H](CC1CCCCC1)NC(OCC1=CC=CC=C1)=O